CC1=CC=C(C=C1)S(=O)(=O)NCC(=O)OC methyl 2-(4-methylbenzenesulfonamido)acetate